1-(4-cyanopyridin-2-yl)-N-(3-(2-hydroxypropan-2-yl)phenyl)-5-oxopyrrolidine-2-carboxamide C(#N)C1=CC(=NC=C1)N1C(CCC1=O)C(=O)NC1=CC(=CC=C1)C(C)(C)O